C(C)(C)(C)OC(=O)N([C@@H](CCCCN)C(=O)O)C(=O)OCC1C2=CC=CC=C2C=2C=CC=CC12 (tert-butoxycarbonyl)-N[alpha]-[(9H-fluoren-9-ylmethoxy)carbonyl]-L-lysine